C(C(O)C(O)C(=O)O)(=O)O.C1(CCC1)N1CC=2N=NC(=CC2CC1)OCC1=C(N=NN1C=1C=CC(=NC1)C)C 5-{5-[({7-cyclobutyl-5H,6H,7H,8H-pyrido[3,4-c]pyridazin-3-yl}oxy)methyl]-4-methyl-1H-1,2,3-triazol-1-yl}-2-methylpyridine tartarate salt